C(C)(C)(C)P(C1(C(=C(C=C(C1)C(C)C)C(C)C)C1=CC=CC=C1)C(C)C)C(C)(C)C 2-di-tert-butylphosphino-2,4,6-triisopropyl-1,1-biphenyl